N-[4-bromo-2-(3-methoxybenzoyl)naphthalen-1-yl]-2-chloroacetamide BrC1=CC(=C(C2=CC=CC=C12)NC(CCl)=O)C(C1=CC(=CC=C1)OC)=O